3-n-butyl-2,4-pentanedione CCCCC(C(=O)C)C(=O)C